N-[(1s,4s)-4-{[6-chloro-2-(trifluoromethyl)quinolin-4-yl]amino}cyclohexyl]-1-benzofuran-2-carboxamide ClC=1C=C2C(=CC(=NC2=CC1)C(F)(F)F)NC1CCC(CC1)NC(=O)C=1OC2=C(C1)C=CC=C2